5-(benzyloxy)oxepin-2-one C(C1=CC=CC=C1)OC1=CCC(OC=C1)=O